[(1R)-2-(7-fluorobenzofuran-3-yl)-1-[(2-methylsulfanylacetyl)amino]ethyl]boronic acid FC1=CC=CC=2C(=COC21)C[C@H](NC(CSC)=O)B(O)O